tristyryl-benzene C(=CC1=CC=CC=C1)C=1C(=C(C=CC1)C=CC1=CC=CC=C1)C=CC1=CC=CC=C1